(2-hydroxy-4-dodecyloxyphenyl)-4,6-bis(2,4-dimethylphenyl)-1,3,5-triazine OC1=C(C=CC(=C1)OCCCCCCCCCCCC)C1=NC(=NC(=N1)C1=C(C=C(C=C1)C)C)C1=C(C=C(C=C1)C)C